CN1C[C@H](OCC1)COC1=CC=2N(C=C1)C(=CN2)C2=CC(=NC=N2)NCC2=CC=C(C=C2)C2=NN(N=C2)C {6-[7-((S)-4-methyl-morpholin-2-ylmethoxy)-imidazo[1,2-a]pyridin-3-yl]-pyrimidin-4-yl}-[4-(2-methyl-2H-[1,2,3]triazol-4-yl)-benzyl]-amine